(R)-2-ethynyl-glyceraldehyde C(#C)[C@@](C=O)(O)CO